6-(2-aminopyrimidin-5-yl)-4-(6-chloro-5-fluoro-indolin-1-yl)quinoline-3-carbonitrile NC1=NC=C(C=N1)C=1C=C2C(=C(C=NC2=CC1)C#N)N1CCC2=CC(=C(C=C12)Cl)F